C(CCC)[B-](C1=CC=CC2=CC=CC=C12)(C1=CC=CC2=CC=CC=C12)C1=CC=CC2=CC=CC=C12 n-butyltri(1-naphthyl)borate